FC1(CCN(CC1)C1=C(C(=O)NC2=CC(=NC=C2)S(N)(=O)=O)C=C(C=N1)C(F)(F)F)F 2-(4,4-difluoropiperidin-1-yl)-N-(2-sulfamoylpyridin-4-yl)-5-(trifluoromethyl)-nicotinamide